N-(5-chloro-2-methoxyphenyl)-4-(pyridin-2-yl)piperazine-1-thiocarboxamide ClC=1C=CC(=C(C1)NC(=S)N1CCN(CC1)C1=NC=CC=C1)OC